tert-butyl 4-(4-(4-chloroquinolin-7-yl)-3-fluorobenzoyl)piperazine-1-carboxylate ClC1=CC=NC2=CC(=CC=C12)C1=C(C=C(C(=O)N2CCN(CC2)C(=O)OC(C)(C)C)C=C1)F